tert-butyl 4-{(1S)-1-[5-cyano-3-fluoro-2-(trifluoromethyl) anilino] ethyl}-4-fluoropiperidine-1-carboxylate C(#N)C=1C=C(C(=C(N[C@@H](C)C2(CCN(CC2)C(=O)OC(C)(C)C)F)C1)C(F)(F)F)F